NN1SC(=CN1)S 2-amino-5-mercapto-1,2,3-thiadiazole